FC(CN1N=NC(=C1)C(=O)O)F 1-(2,2-difluoroethyl)-1H-1,2,3-triazole-4-carboxylic acid